C(C)(C)(C)OC(=O)N1CCN(CC1)C1=CC(=C(C(=C1)C(=O)O)C(=O)O)OC 5-[4-(tert-butoxycarbonyl)piperazin-1-yl]-3-methoxybenzene-1,2-dicarboxylic acid